CN(CCOC=1C=CC(=C(C(=O)N[C@H](C)C2=CC(=NC3=CC=CC=C23)C2=CC(=CC=C2)OC)C1)C)C (R)-5-(2-(dimethylamino)ethoxy)-N-(1-(2-(3-methoxyphenyl)-quinolin-4-yl)ethyl)-2-methylbenzamide